hydroxyethyl-oxy-p-phenylenediamine OCCONC1=CC=C(C=C1)N